C1(CC1)N1N=CC=C1C1=C(N=CO1)C(=O)OCC Ethyl 5-(1-cyclopropyl-1H-pyrazol-5-yl)-1,3-oxazole-4-carboxylate